C(C)(C)N1C(=NC2=C1C=C(C=C2)B2OC(C(O2)(C)C)(C)C)C 1-isopropyl-2-methyl-6-(4,4,5,5-tetramethyl-1,3,2-dioxaborolan-2-yl)-1H-benzo[d]imidazole